CC1(C(C(=CC2(CCCN(C2)C2=CC=CC=C2)C1)C#N)=O)C 10,10-dimethyl-9-oxo-2-phenyl-2-azaspiro[5.5]undec-7-ene-8-carbonitrile